2-(2-oxo-2,3-dihydro-1H-imidazol-1-yl)-4,6-bis(trifluoromethyl)phenyl 3-chloro-2,4-difluorophenyl(methyl-d3)carbamate ClC=1C(=C(C=CC1F)N(C(OC1=C(C=C(C=C1C(F)(F)F)C(F)(F)F)N1C(NC=C1)=O)=O)C([2H])([2H])[2H])F